C(C)(C)(C)C1=CC=C(C=C1)[C@H]([C@H](C)NC(OC(C)(C)C)=O)O tert-Butyl N-[(1S,2R)-2-(4-tert-butylphenyl)-2-hydroxy-1-methyl-ethyl]carbamate